OC(CNC(OC(C)(C)C)=O)CCO tert-butyl (2,4-dihydroxybutyl)carbamate